N1,N2-dibenzylpropane-1,2-diamine C(C1=CC=CC=C1)NCC(C)NCC1=CC=CC=C1